bis(2-hydroxyethyl)-tetradecylamine oxide OCC[N+](CCCCCCCCCCCCCC)(CCO)[O-]